COC([C@@H](N)CC(=O)O)=O L-aspartic acid methyl ester